N1C(CC12CCC2)=O 1-Azaspiro[3.3]heptane-2-one